C(C(=C)C)(=O)OC1=C(C=C(C=C1CC1=C(C(=CC(=C1)C)C(C)(C)C)O)C)C(C)(C)C 2-t-butyl-6-(3-t-butyl-2-hydroxy-5-methylbenzyl)-4-methylphenyl methacrylate